3-(8-(4-Chlorophenyl)-2-imino-3-methyl-2,3-dihydro-1H-imidazo[4,5-c]quinolin-1-yl)-5-methylbenzonitrile ClC1=CC=C(C=C1)C1=CC=2C3=C(C=NC2C=C1)N(C(N3C=3C=C(C#N)C=C(C3)C)=N)C